(4aR,8aS)-6-(4-((4-Fluorophenyl)(methoxy)methyl)piperidin-1-carbonyl)hexahydro-2H-pyrido[4,3-b][1,4]oxazin-3(4H)-on FC1=CC=C(C=C1)C(C1CCN(CC1)C(=O)N1C[C@@H]2[C@@H](OCC(N2)=O)CC1)OC